N,N'-isopropylidenediamine C(C)(C)(N)N